IC=1C=2N(C(=NC1)N)N=CN2 8-iodo-[1,2,4]Triazolo[1,5-c]Pyrimidin-5-amine